(2R,4S)-N-((S)-1-(((6-amino-2-methylpyridin-3-yl)methyl)amino)-1-oxopropan-2-yl)-4-phenoxypyrrolidine-2-carboxamide dihydrochloride Cl.Cl.NC1=CC=C(C(=N1)C)CNC([C@H](C)NC(=O)[C@@H]1NC[C@H](C1)OC1=CC=CC=C1)=O